2-[5-(2,5-Dimethylphenyl)-1,2,4-oxadiazol-3-yl]-1,1-difluoro-5-methyl-6-azaspiro[2.5]octane-6-sulfonamide CC1=C(C=C(C=C1)C)C1=NC(=NO1)C1C(C12CC(N(CC2)S(=O)(=O)N)C)(F)F